FC1(CCC1)CNC=1N=CC2=C(N1)NC=C2C=2C=C1C(=NC2)N=C(N1C(C)C)C N-((1-fluorocyclobutyl)methyl)-5-(1-isopropyl-2-methyl-1H-imidazo[4,5-b]pyridin-6-yl)-7H-pyrrolo[2,3-d]pyrimidin-2-amine